titanium tris(diphenylphosphinate) C1(=CC=CC=C1)P([O-])(=O)C1=CC=CC=C1.C1(=CC=CC=C1)P([O-])(=O)C1=CC=CC=C1.C1(=CC=CC=C1)P([O-])(=O)C1=CC=CC=C1.[Ti+3]